10-(3-methoxynaphthalen-1-yl)-2,6-dimethyl-5,7-dioxo-1,2,4,4a,5,6,7,8-Octahydro-3H-pyrazino[1',2':4,5]pyrazino[2,3-c][1,8]naphthyridine-3-carboxylate COC=1C=C(C2=CC=CC=C2C1)C=1C=CC=2C3=C(C(NC2N1)=O)N(C(C1N3CC(N(C1)C(=O)[O-])C)=O)C